C(C)OC1=CC=C(C=C1)N1CN(C(C2=CC=C(C=C12)C(F)(F)F)=O)C=1C(=NC(=CC1)OC)C 1-(4-ethoxyphenyl)-3-(6-methoxy-2-methylpyridin-3-yl)-7-(trifluoromethyl)-2,3-dihydroquinazolin-4(1H)-one